C(\C=C\C(=O)O)(=O)O.C(C)N(CCC1=C(C=CC2=CC=CC=C12)O)C 1-(2-(ethyl(methyl)amino)ethyl)naphthalen-2-ol fumarate